N[Co](N)(N)N tetraamino-cobalt